2-(6-bromo-4-chloro-7-ethyl-2H-indazol-2-yl)-2-((R)-6-fluoro-6,7-dihydro-5H-pyrrolo[1,2-c]imidazol-1-yl)acetic acid ethyl ester C(C)OC(C(C1=C2N(C=N1)C[C@@H](C2)F)N2N=C1C(=C(C=C(C1=C2)Cl)Br)CC)=O